ClC1=C(NC(=C1Cl)C)C(=O)NC1=C(C=C(C=C1)N1N=NNC1=O)N1CC2=CC=CC=C2C1 3,4-dichloro-N-(2-(isoindolin-2-yl)-4-(5-oxo-4,5-dihydro-1H-tetrazol-1-yl)phenyl)-5-methyl-1H-pyrrole-2-carboxamide